N1=NN(C2=NC=CC=C21)C2=CC(=C(C(=O)N(C1=NC=CC3=CC(=CC=C13)C(NC)=O)[C@H]1CN(CCC1)C(=O)OC(C)(C)C)C=C2)F tert-butyl (R)-3-(4-(3H-[1,2,3]triazolo[4,5-b]pyridin-3-yl)-2-fluoro-N-(6-(methylcarbamoyl)isoquinolin-1-yl)benzamido)piperidine-1-carboxylate